tributyl-octyl-phosphine iodide [I-].C(CCC)C(CCCCCCCP)(CCCC)CCCC